O1N=C(C=C1)C1=C(C=CC=C1)C(C)O 1-(2-Isoxazol-3-ylphenyl)ethanol